C(C)(C)(C)OC(=O)NC=1C(=NC=CC1)C(C)NCC(=O)OCC ethyl (1-(3-((tert-butoxycarbonyl)amino)pyridin-2-yl)ethyl)glycinate